tert-butyl (3R,4R)-4-(2-(4,7-difluoro-3,3-dimethyl-2-oxo-5-(trifluoromethyl)indolin-1-yl)acetamido)-3-methylpentanoate FC1=C2C(C(N(C2=C(C=C1C(F)(F)F)F)CC(=O)N[C@@H]([C@@H](CC(=O)OC(C)(C)C)C)C)=O)(C)C